acryloyl-4-hydroxy-2,2,6,6-tetramethylpiperidine C(C=C)(=O)N1C(CC(CC1(C)C)O)(C)C